[6-(3-fluoropyrrolidin-1-yl)-2-pyridyl] 3-(o-tolyl)prop-2-ynoate C1(=C(C=CC=C1)C#CC(=O)OC1=NC(=CC=C1)N1CC(CC1)F)C